C(C)(C)(C)OC(CC1=NN(C(C=2C1=CSC2)=O)CC=2OC1=C(C2)C=C(C=C1)Cl)=O 2-(3-((5-chlorobenzofuran-2-yl)methyl)-4-oxo-3,4-dihydrothieno[3,4-d]Pyridazin-1-yl)acetic acid tert-butyl ester